(5-fluoroindol-1-yl)-triisopropyl-silane FC=1C=C2C=CN(C2=CC1)[Si](C(C)C)(C(C)C)C(C)C